C[C@@]12[C@@](CNC1)(CN(C2)C(=O)OC(C)(C)C)C Tert-butyl (3aR,6aS)-3a,6a-dimethylhexahydropyrrolo[3,4-c]pyrrole-2(1H)-carboxylate